N-(4-((6-cyclobutoxy-2-(1,1-difluoroethyl)pyrimidin-4-yl)amino)-5-ethoxypyridin-2-yl)acetamide C1(CCC1)OC1=CC(=NC(=N1)C(C)(F)F)NC1=CC(=NC=C1OCC)NC(C)=O